FC1=C(C=CC(=C1)OC(C)C)CC(=O)Cl 2-[2-fluoro-4-(propane-2-yloxy)phenyl]acetyl chloride